tertiary butanol oxide C(C)(C)(C)[OH+][O-]